N[C@H](CO)C1=CC=C(C=C1)C(C(=O)OCC)(C)C 2-Ethyl 2-[4-[(1S)-1-amino-2-hydroxy-ethyl]phenyl]-2-methyl-propanoate